1,2-bis(aminomethyl)benzene NCC1=C(C=CC=C1)CN